BrC=1C(=NC(=NC1)NC(=O)C1=CC=C(C=C1)C1=C(C=C(C=C1)C1=NOC(=N1)C)Cl)OCCN(C)C N-(5-bromo-4-(2-(dimethylamino)ethoxy)pyrimidin-2-yl)-2'-chloro-4'-(5-methyl-1,2,4-oxadiazol-3-yl)-[1,1'-biphenyl]-4-carboxamide